C(C)(C)(C)OC(=O)N[C@@H](CCC(=O)OC1=C(C(=C(C(=C1F)F)F)F)F)C(=O)OC1=C(C(=C(C(=C1F)F)F)F)F bis(perfluorophenyl) (tert-butoxycarbonyl)-L-glutamate